N-(2,2-difluoroethyl)-6-fluoro-1-methyl-N-(2-((1-(trifluoromethyl)cyclopropyl)ethynyl)pyridin-4-yl)-[1,2,4]triazolo[4,3-a]quinazolin-5-amine FC(CN(C1=NC=2N(C3=CC=CC(=C13)F)C(=NN2)C)C2=CC(=NC=C2)C#CC2(CC2)C(F)(F)F)F